2-(2-((methylsulfonyl) oxy) ethyl)-4-nitrophenyl methanesulfonate CS(=O)(=O)OC1=C(C=C(C=C1)[N+](=O)[O-])CCOS(=O)(=O)C